N-(1-(2-(cyclopropanesulfonamido)thiazol-4-yl)cyclopropyl)-4-(6-ethoxypyrazin-2-yl)-2-fluorobenzamide C1(CC1)S(=O)(=O)NC=1SC=C(N1)C1(CC1)NC(C1=C(C=C(C=C1)C1=NC(=CN=C1)OCC)F)=O